BrC=1C=C2C=CC(=CC2=CC1)N(C=1C=CC=2N(C3=CC=CC=C3C2C1)C)C1=CC=CC=C1 N-(6-bromonaphthalen-2-yl)-9-methyl-N-phenyl-9H-carbazol-3-amine